BrC1=C(C=CC=C1)/C=C/C(=O)C1=CC=CC=C1 (2E)-3-(2-bromophenyl)-1-phenylpropan-2-en-1-one